C[C@H]1[C@@H](C[C@H]([C@@H](O1)OCCCCCCCCCCCCCC(=O)[O-])O)O The molecule is a hydroxy fatty acid ascaroside anion that is the conjugate base of oscr#24, obtained by deprotonation of the carboxy group; major species at pH 7.3. It is a conjugate base of an oscr#24.